3-chloro-1,9,9-trimethyl-7-(piperazin-1-ylmethyl)-9,10-dihydroacridine ClC=1C=C(C=2C(C3=CC(=CC=C3NC2C1)CN1CCNCC1)(C)C)C